C(C)(C)(C)OC(NC1=C(C(=C(C(=C1)C)B1OC(C(O1)(C)C)(C)C)F)F)=O (2,3-difluoro-5-methyl-4-(4,4,5,5-tetramethyl-1,3,2-dioxaborolan-2-yl)phenyl)carbamic acid tert-butyl ester